Cl.O1COC2=C1C=CC(=C2)NC2N(C(=NC(=N2)N)N2CCOCC2)C2=CC=C(C=C2)F N-Benzo[1,3]dioxol-5-yl-N1-(4-fluorophenyl)-6-morpholin-4-yl-[1,3,5]triazine-2,4-diamine hydrochloride